FC1=C(C(=O)O)C=C(C=C1)C1=CN=C(S1)C 2-fluoro-5-(2-methyl-1,3-thiazol-5-yl)benzoic acid